Methyl 4-bromo-3-(((tert-butoxycarbonyl)amino)methyl)-5-chloro-1-(3-((3-((4-methoxybenzyl)thio)naphthalen-1-yl)oxy)propyl)-1H-indole-2-carboxylate BrC1=C2C(=C(N(C2=CC=C1Cl)CCCOC1=CC(=CC2=CC=CC=C12)SCC1=CC=C(C=C1)OC)C(=O)OC)CNC(=O)OC(C)(C)C